2-acetyl-3-(4-chlorophenyl)-3,4-dihydropyrazol C(C)(=O)N1N=CCC1C1=CC=C(C=C1)Cl